NCC=1C=NC(=NC1)C1=C(C=C(C#N)C=C1)OC1=CC(=NC(=C1)NC1CCOCC1)C 4-[5-(aminomethyl)pyrimidin-2-yl]-3-[2-methyl-6-(oxan-4-ylamino)pyridin-4-yl]oxybenzonitrile